CNC(=O)C1=NC(=C(C=C1)N1CCNCC1)C N,6-dimethyl-5-piperazin-1-yl-pyridine-2-carboxamide